CNC1=NC=CC2=C(C=C(C=C12)C1=NC=CC(=C1)NC(C=C)=O)NC N-{2-[1,5-bis(methylamino)isoquinolin-7-yl]pyridin-4-yl}prop-2-enamide